9-(4-trimethylsilyl-ethynylphenyl)carbazole C[Si](C1=CC(=C(C=C1)N1C2=CC=CC=C2C=2C=CC=CC12)C#C)(C)C